7-((2-oxaspiro[3.3]heptan-6-yl)amino)tridecanedioic acid C1OCC12CC(C2)NC(CCCCCC(=O)O)CCCCCC(=O)O